O=C1NC(CCC1N1CC=2C(N(C=CC2C1=O)C1CCC2(CN(C2)C(=O)OC(C)(C)C)CC1)=O)=O tert-butyl 7-(2-(2,6-dioxopiperidin-3-yl)-1,4-dioxo-1,2,3,4-tetrahydro-5H-pyrrolo[3,4-c]pyridin-5-yl)-2-azaspiro[3.5]nonane-2-carboxylate